γ-mercaptopropylmethyldiethoxysilane SCCC[Si](OCC)(OCC)C